tert-butyl 7-[2-[3-(2-bromo-4-ethylsulfonyl-phenoxy)cyclobutyl]ethyl]-2,7-diazaspiro[4.4]nonane-2-carboxylate BrC1=C(OC2CC(C2)CCN2CC3(CCN(C3)C(=O)OC(C)(C)C)CC2)C=CC(=C1)S(=O)(=O)CC